trimesic acid tri(tert-butyl amide) C(C)(C)(C)NC(C1=CC(C(=O)NC(C)(C)C)=CC(C(=O)NC(C)(C)C)=C1)=O